C(C1=CC=CC=C1)NCC=C N-benzyl-allyl-amine